COC=1C=CC=C(C1C=O)O 6-methoxysalicylaldehyde